CN1CC(C1)S(=O)(=O)C=1N=CNC1 4-(1-methylazetidin-3-yl)sulfonyl-1H-imidazole